C(C)(C)(C)OC(=O)N[C@H](CO)C (S)-(-)-2-(t-butoxycarbonylamino)-1-propanol